C1(CC1)C1=NC=C(C(=N1)NC1=C(C=CC=C1)C)C#N cyclopropyl-4-(o-tolylamino)pyrimidine-5-carbonitrile